2-amino-6-(5-chloro-2-fluorophenyl)-4-(isoquinolin-4-yl)pyridin-3-ol NC1=NC(=CC(=C1O)C1=CN=CC2=CC=CC=C12)C1=C(C=CC(=C1)Cl)F